BrC1=C(C=C(C=C1)C(=O)N1C[C@@](S(CC1)(=O)=O)(F)C=1SC(=CN1)CC1=CC=CC=C1)Cl (4-bromo-3-chloro-phenyl)-[(2S)-2-(5-benzylthiazol-2-yl)-2-fluoro-1,1-dioxo-1,4-thiazinan-4-yl]methanone